C(C)N(C1=CC=C(C=C1)/C=N/C1=CC=C(C=C1)C(F)(F)F)CC (E)-N,N-diethyl-4-(((4-(trifluoromethyl)phenyl)imino)methyl)aniline